1-(5-(6-chloro-2-iodo-5-(3-methoxypropoxy)pyridin-3-yl)-2,2-dimethylcyclopentyl)-4-oxo-1,4-dihydropyridine-3-carboxylic acid ethyl ester C(C)OC(=O)C1=CN(C=CC1=O)C1C(CCC1C=1C(=NC(=C(C1)OCCCOC)Cl)I)(C)C